rac-tert-butyl (RS)-2-(4-chloro-2-fluorophenyl)-4-methyl-3-(pyridin-4-yl)-6,7-dihydropyrazolo[1,5-a]pyrazine-5(4H)-carboxylate ClC1=CC(=C(C=C1)C1=NN2C([C@H](N(CC2)C(=O)OC(C)(C)C)C)=C1C1=CC=NC=C1)F |r|